2-[(3-chloro-4-fluorophenyl)-[(2-methylphenyl)methoxy]methyl]-4-methyl-5-methylsulfonyl-1H-imidazole ClC=1C=C(C=CC1F)C(C=1NC(=C(N1)C)S(=O)(=O)C)OCC1=C(C=CC=C1)C